FC1=C(C(=CC=C1)F)C(CCC[C@@H](C)[C@H]1CC[C@H]2[C@@H]3CC[C@H]4[C@H]([C@H](CC[C@]4(C)[C@H]3CC[C@]12C)O)O)O 24-[(2,6-difluorophenyl)(hydroxy)methyl]-5α-cholan-3β,4β-diol